((2S,4R,5R)-4-acetoxy-5-(2-amino-7-(methoxymethyl)-8-oxo-7,8-dihydro-9H-purin-9-yl)tetrahydrofuran-2-yl)methylacetat C(C)(=O)O[C@@H]1C[C@H](O[C@H]1N1C2=NC(=NC=C2N(C1=O)COC)N)COC(C)=O